FC(C(=O)O)(F)F.C1(=CC=CC=C1)C1=C\C(\C(N1)=O)=C/C1=CC=C2C(=NNC2=C1)\C=C\C1=CC=NC=C1 (E)-5-phenyl-3-((3-((E)-2-(pyridin-4-yl)vinyl)-1H-indazol-6-yl)methylene)-1H-pyrrol-2(3H)-one trifluoroacetate salt